BrC=1C=CC(=NC1)NS(=O)(=O)N1CCN(CC1)C N-(5-bromopyridin-2-yl)-4-methylpiperazine-1-sulfonamide